C(NC1C(CCCC1C(C)(CCC)C)C(C)(CCC)C)NC1C(CCCC1C(C)(CCC)C)C(C)(CCC)C methylenebis(2,6-bis(2-methylpent-2-yl)cyclohexylamine)